8-((4-((cyclopropylmethyl)(4-((4-methylpiperazin-1-yl)methyl)phenyl)amino)cyclohexyl)(methyl)amino)-5-methyl-6-oxo-5,6-dihydro-1,5-naphthyridine-2,7-dicarbonitrile C1(CC1)CN(C1CCC(CC1)N(C1=C(C(N(C=2C=CC(=NC12)C#N)C)=O)C#N)C)C1=CC=C(C=C1)CN1CCN(CC1)C